C(C)(=O)[C@@](C(=O)C(C)=O)(O)[C@@H](O)[C@@H](O)[C@H](O)C(O)[Si](C1=CC=CC=C1)(C1=CC=CC=C1)C(C)(C)C diacetyl-6-tert-butyldiphenylsilylgalactose